4-(((6-(1-(tert-butoxycarbonyl)piperidin-4-yl)pyridin-2-yl)oxy)-methyl)-2-fluorobenzoic acid C(C)(C)(C)OC(=O)N1CCC(CC1)C1=CC=CC(=N1)OCC1=CC(=C(C(=O)O)C=C1)F